CC=1C=NC(=NC1)N1C=CC2=CC=CC=C12 N-5-methyl-pyrimidinyl-indole